FC1(CN(CC1)C1=NC=CC(=C1C1=NC2=C(N1)C(OCC2)(C)C)C2=CC=CC=C2)F 2-(2-(3,3-Difluoropyrrolidin-1-yl)-4-phenylpyridin-3-yl)-4,4-dimethyl-3,4,6,7-tetrahydropyrano[3,4-d]imidazole